C1=CC=CC=2C3=CC=CC=C3C(C12)COC(=O)N[C@@H](CSP(=O)(OCC)OCC)C(=O)O N-(((9H-fluoren-9-yl)methoxy)carbonyl)-S-(diethoxyphosphoryl)cysteine